3-((8-fluoro-2-(4-(trifluoromethyl)phenyl)-2,3-dihydrobenzo[b][1,4]dioxin-6-yl)methyl)-5-(1-methyl-1H-pyrazol-3-yl)pyridine FC1=CC(=CC2=C1OC(CO2)C2=CC=C(C=C2)C(F)(F)F)CC=2C=NC=C(C2)C2=NN(C=C2)C